(S)-N-(1-cyclohexyl-2-((4-iodophenyl)amino)-2-oxoethyl)-1-methyl-1H-pyrazole-5-carboxamide C1(CCCCC1)[C@@H](C(=O)NC1=CC=C(C=C1)I)NC(=O)C1=CC=NN1C